C(C)C1=C(C=CC=C1)NCC(CC1=NNC(O1)=O)O 5-[3-(2-ethylphenylamino)-2-hydroxypropyl]-1,3,4-oxadiazol-2(3H)-one